C(C=C)(=O)O[Si](OOC(C=C)=O)(C)C Dimethylsiloxane diacrylate